tert-butyl (4-(((1-(3-fluorophenyl)-4-phenyl-1H-imidazol-2-yl)thio)methyl)phenyl)carbamate FC=1C=C(C=CC1)N1C(=NC(=C1)C1=CC=CC=C1)SCC1=CC=C(C=C1)NC(OC(C)(C)C)=O